N-[4-(2-aminoethylamino)-4-oxo-butyl]-4-[[(3R,4R)-1-(2-cyanoacetyl)-4-methyl-3-piperidyl]-methyl-amino]pyrrolo[2,3-d]pyrimidine-7-carboxamide NCCNC(CCCNC(=O)N1C=CC2=C1N=CN=C2N(C)[C@H]2CN(CC[C@H]2C)C(CC#N)=O)=O